NC1=CC=C(C=N1)C1=C(C=C(C=C1)C(C(=O)N)(O)C1=CC(=CC(=C1)F)F)C 2-(4-(6-aminopyridin-3-yl)-3-methylphenyl)-2-(3,5-difluorophenyl)-2-hydroxyacetamide